(4-amino-1-methyl-1H-pyrazolo[4,3-c][1,7]naphthyridin-8-yl)((2R,4aS,9aR)-2-methyl-7-(trifluoromethyl)-2,3,9,9a-tetrahydroindeno[2,1-b][1,4]oxazin-4(4aH)-yl)methanone NC1=NC=2C=NC(=CC2C2=C1C=NN2C)C(=O)N2[C@@H]1[C@H](O[C@@H](C2)C)CC=2C=C(C=CC21)C(F)(F)F